2-bromo-6-fluoro-3-methoxypyridine BrC1=NC(=CC=C1OC)F